(11Z)-11,13-tetradecadien-1-ol C(CCCCCCCCC\C=C/C=C)O